1-(4-methoxyphenyl)-7-oxo-6-(4-(2-oxopiperidin-1-yl)phenyl)-4,5,6,7-tetrahydro-1H-pyrazolo[3,4-c]pyridine-3-carboxylic acid COC1=CC=C(C=C1)N1N=C(C2=C1C(N(CC2)C2=CC=C(C=C2)N2C(CCCC2)=O)=O)C(=O)O